3,5-dimethyl-N-(5-{1-[4-(trifluoromethyl)phenyl]-1H-pyrazol-4-yl}-1H-indol-3-yl)-4,5-dihydro-1,2-oxazole-5-carboxamide CC1=NOC(C1)(C(=O)NC1=CNC2=CC=C(C=C12)C=1C=NN(C1)C1=CC=C(C=C1)C(F)(F)F)C